C(C)OC1=C(C=CC=C1)C1=NC=2CN(C[C@]3(C2C=C1)[C@@H](CNCC3)CC)C(=O)OCC3=CC=CC=C3 |r| rac-benzyl (3S,4S)-2'-(2-ethoxyphenyl)-3-ethyl-6'H-spiro[piperidine-4,5'-[1,7]naphthyridine]-7'(8'H)-carboxylate